Methoxyquinolin-2-amine COC=1C(=NC2=CC=CC=C2C1)N